2,2-difluorospiro[2.5]octan FC1(CC12CCCCC2)F